NC1=CC=C(C(=N1)C)CNC(=O)[C@@H]1CCC=2N1C(C(=CN2)NCC2=CC(=CC(=C2)C)C)=O (S)-N-((6-amino-2-methylpyridin-3-yl)methyl)-3-((3,5-dimethyl-benzyl)amino)-4-oxo-4,6,7,8-tetrahydropyrrolo[1,2-a]pyrimidine-6-carboxamide